magnesium bis(cyclopentadienyl)magnesium C1(C=CC=C1)[Mg]C1C=CC=C1.[Mg]